N1=C(NN2C1=CN=CC=C2)C(=O)N [1,2,4]Triazolo[1,5-a][1,4]diazepine-2-carboxamide